rac-(NE,S)-N-(1,3-benzothiazol-5-ylmethylene)-2-methyl-propane-2-sulfinamide S1C=NC2=C1C=CC(=C2)\C=N\[S@@](=O)C(C)(C)C |r|